tert-butyl (3-(1-(4-bromopyridin-2-yl)cyclopropoxy)propyl)carbamate BrC1=CC(=NC=C1)C1(CC1)OCCCNC(OC(C)(C)C)=O